(±)-trans-2-((3-(4-chlorobenzyl)-4-((4-((5-fluoropyridin-2-yl)oxy)phenyl)imino)-2,6-dioxo-1,3,5-triazin-1-yl)methyl)cyclopropan-1-carboxylic acid ClC1=CC=C(CN2C(N(C(NC2=NC2=CC=C(C=C2)OC2=NC=C(C=C2)F)=O)C[C@H]2[C@@H](C2)C(=O)O)=O)C=C1 |r|